COCCN1C[C@@H]([C@H](CC1)NC(=O)C1=CC(=CC=2N(C=NC21)CC(F)(F)F)C#CCNC=2C(OC)=CC(=C(C2)C(N(C)C)=O)F)C N-[(3S,4S)-1-(2-methoxyethyl)-3-methyl-4-piperidyl]-6-{3-[4-(N,N-dimethylcarbamoyl)-5-fluoro-2-anisidino]-1-propynyl}-1-(2,2,2-trifluoroethyl)-1H-1,3-benzimidazole-4-carboxamide